1'-(6-amino-5-((2-amino-3-chloropyridin-4-yl)thio)pyrazin-2-yl)-5,6-dimethoxy-1,3-dihydrospiro[indene-2,4'-piperidin]-1-amine NC1=C(N=CC(=N1)N1CCC2(CC1)C(C1=CC(=C(C=C1C2)OC)OC)N)SC2=C(C(=NC=C2)N)Cl